(R)-5-((S)-1,2-dihydroxyethyl)-4-hydroxy-2-oxo-2,5-dihydrofuran O[C@@H](CO)[C@@H]1C(=CC(O1)=O)O